S(=S)([O-])[O-].[Li+].[Li+] lithium thiosulfite